4-(cis-3-acrylamidocyclopentyl)-1H-indole-7-carboxamide C(C=C)(=O)N[C@H]1C[C@H](CC1)C1=C2C=CNC2=C(C=C1)C(=O)N